NC1=C(C=CC2=CC=CC=C12)Br 1-amino-2-bromonaphthalene